FC1(CC(C2=CC=CC=C12)N)F 3,3-difluoro-2,3-dihydro-1H-inden-1-amine